C1(=CC=CC=C1)S(=O)(=O)N1C=CC2=CC(=CC=C12)N1C(C(CC1)C(=O)NCC1=CC(=CC(=C1)F)F)=O [1-(benzenesulfonyl)-1H-indol-5-yl]-N-[(3,5-difluorophenyl)methyl]-2-oxopyrrolidine-3-carboxamide